aluminum nitrogen scandium [Sc].[N].[Al]